4,5,5,5-tetrafluoro-4-(trifluoromethyl)-1-pentene FC(CC=C)(C(F)(F)F)C(F)(F)F